C(C(=C)C)(=O)SC(CSC=1SC(=NN1)SCCCCCC)CCCC 2-methacryloylthio-n-hexylthio-5-n-hexylthio-1,3,4-thiadiazole